ClC1=C(C=CC(=C1)C(=O)N1CC2=C(CC1)C=1C=CC(=C(C1OC2=O)C)N2CCN(CC2)C)NS(=O)(=O)C2CC2 N-(2-chloro-4-(7-methyl-8-(4-methylpiperazin-1-yl)-5-oxo-1,3,4,5-tetrahydro-2H-chromeno[3,4-c]pyridine-3-carbonyl)phenyl)cyclopropanesulfonamide